N-(6-Methyl-2-morpholino-7-oxo-5H-pyrrolo[3,4-b]pyridin-3-yl)pyrazolo[1,5-a]pyrimidine-3-carboxamid CN1C(C2=NC(=C(C=C2C1)NC(=O)C=1C=NN2C1N=CC=C2)N2CCOCC2)=O